C(C)(C)(C)OC(=O)N1C[C@@H](CC1)OC=1C=C(C(C(=O)O)=CC1)C(=O)O (R)-4-((1-(tert-butoxycarbonyl)pyrrolidin-3-yl)oxy)phthalic acid